2-[2-(2-benzylsulfanylethylsulfanyl)ethyl]pyridine C(C1=CC=CC=C1)SCCSCCC1=NC=CC=C1